4-Carbamoyl-4-(4-hydroxy-1-oxo-1,3-dihydro-isoindol-2-yl)-butyric acid benzyl ester C(C1=CC=CC=C1)OC(CCC(N1C(C2=CC=CC(=C2C1)O)=O)C(N)=O)=O